FC(C(=O)O)(F)F.N1C(C=NC=C1)=O Pyrazin-2(1H)-one trifluoroacetate